C(C)(C)(C)OC(=O)N1C[C@@H](C(C1)OC)N.NC1=CC=C(C=C1)C1=CC(=CC(=C1)C1=CC=C(C=C1)N)C1=CC=C(C=C1)N 1,3,5-tri(4-aminophenyl)benzene tert-butyl-(3S,5R)-3-amino-4-methoxypyrrolidine-1-carboxylate